(R)-2-(3-fluorophenyl)pyrrole FC=1C=C(C=CC1)C=1NC=CC1